β-chloro-L-alanine hydrochloride Cl.ClC[C@H](N)C(=O)O